N-(4-cyclohexylphenyl)-2-[(2R)-2-methylmorpholin-4-yl]-8-oxo-8lambda~5~-pyrido[2,3-d]pyrimidin-4-amine C1(CCCCC1)C1=CC=C(C=C1)NC=1C2=C(N=C(N1)N1C[C@H](OCC1)C)N(=CC=C2)=O